3,8-diazabicyclo[3.2.1]octan-3-yl-7-(2-cyclopropyl-3-fluorophenyl)-8-fluoro-2-((hexahydro-1H-pyrrolizin-7a-yl)methoxy)pyrido[4,3-d]pyrimidine C12CN(CC(CC1)N2)C=2C1=C(N=C(N2)OCC23CCCN3CCC2)C(=C(N=C1)C1=C(C(=CC=C1)F)C1CC1)F